N(=[N+]=[N-])CCOCCOCCOCCOCCOC=1C=C2C=CC(=CC2=CC1)C=1C=C(C=CC1)[C@H](CC(=O)O)NC(CNC(CCCNC1=NC=CC(=C1)C)=O)=O (S)-3-(3-(6-((14-azido-3,6,9,12-tetraoxatetradecyl)oxy)naphthalen-2-yl)phenyl)-3-(2-(4-((4-methylpyridin-2-yl)amino)butanamido)acetamido)propanoic acid